prop-2-en-1-yl N2-{[(9H-fluoren-9-yl)methoxy]carbonyl}-N6-[(4-nitrophenoxy)carbonyl]-L-lysinate C1=CC=CC=2C3=CC=CC=C3C(C12)COC(=O)N[C@@H](CCCCNC(=O)OC1=CC=C(C=C1)[N+](=O)[O-])C(=O)OCC=C